8-fluoro-6-(5-fluoro-2-((1-(methylsulfonyl)piperidin-4-yl)amino)pyrimidin-4-yl)quinoline-4-carboxamide FC=1C=C(C=C2C(=CC=NC12)C(=O)N)C1=NC(=NC=C1F)NC1CCN(CC1)S(=O)(=O)C